p-toluenesulfonylamide CC1C=CC(S(N)(=O)=O)=CC=1